Bis-(hydroxy-phenyl)sulfoxide OC1=C(C=CC=C1)S(=O)C1=C(C=CC=C1)O